7-[(3,7-Dimethyloctyl)oxy]-7-oxoheptanoic acid CC(CCOC(CCCCCC(=O)O)=O)CCCC(C)C